1,2,4-oxadiazole-3-carboxamide 4-cyanobenzoate C(#N)C1=CC=C(C(=O)O)C=C1.O1N=C(N=C1)C(=O)N